FC1=NC(=C2N=CN(C2=N1)C1OCCCCC1)NCC1=CC(=C(C=C1)Cl)O 2-fluoro-6-[(4-chloro-3-hydroxybenzyl)amino]-9-(oxepan-2-yl)-9H-purine